methyl 3,3-Dimethyl-4-oxoglutarate CC(CC(=O)OC)(C(C(=O)[O-])=O)C